C(C)OC(C(C(=O)OCC)C1CC1)=O 2-cyclopropylmalonic acid 1,3-diethyl ester